tert-butyl (2S,6S)-4-(3-hydroxy-4-methoxycarbonyl-2-nitro-phenyl)-2,6-dimethyl-piperazine-1-carboxylate OC=1C(=C(C=CC1C(=O)OC)N1C[C@@H](N([C@H](C1)C)C(=O)OC(C)(C)C)C)[N+](=O)[O-]